COC1=C(C=C(C=C1)C=1C=C2CC(C(C2=CC1)NC(O[C@@H]1CN2CCC1CC2)=O)(C)C)C(F)(F)F (S)-quinuclidin-3-yl (5-(4-methoxy-3-(trifluoromethyl)phenyl)-2,2-dimethyl-2,3-dihydro-1H-inden-1-yl)carbamate